1-acetyl-2-(4-(benzyloxy)-3-methoxybenzylidene)indolin-3-one C(C)(=O)N1C(C(C2=CC=CC=C12)=O)=CC1=CC(=C(C=C1)OCC1=CC=CC=C1)OC